pentyl 2,2-dimethyl-propionate CC(C(=O)OCCCCC)(C)C